CNC1CCN(CC1)C(C)=O 1-[4-(methylamino)-piperidin-1-yl]-ethan-1-one